C(C)(=O)N[C@H]1C[C@H](CCC1)C(=O)NC1=NC=C(C(=C1)C1=C2N(N=C1)CC(C2)(C)C)Cl (1s,3r)-3-acetamido-N-(5-chloro-4-(5,5-dimethyl-5,6-dihydro-4H-pyrrolo[1,2-b]pyrazol-3-yl)pyridin-2-yl)cyclohexanecarboxamide